COC1=C(C=C2C(=NC=NC2=C1)N)OCCCN1CCOCC1 7-methoxy-6-(3-morpholinopropoxy)quinazolin-4-amine